ClC1=NC=CC(=N1)C1=C(N=C(S1)N1C2CN(CC1CC2)C(=O)OC(C)(C)C)C2=C(C(=CC=C2)NS(=O)(=O)C2=C(C=CC=C2C(F)(F)F)F)F tert-butyl 8-(5-(2-chloropyrimidin-4-yl)-4-(2-fluoro-3-((2-fluoro-6-(trifluoromethyl)phenyl)sulfonamido)phenyl)thiazol-2-yl)-3,8-diazabicyclo[3.2.1]octane-3-carboxylate